NC1=NC(=CC=2N1N=CC2C(=O)OC)O methyl 7-amino-5-hydroxypyrazolo[1,5-c]pyrimidine-3-carboxylate